OCCCCSCCNC(CCNC([C@@H](C(COP(OP(OC[C@@H]1[C@H]([C@H]([C@@H](O1)N1C=NC=2C(N)=NC=NC12)O)OP(=O)(O)O)(=O)O)(=O)O)(C)C)O)=O)=O (3R)-hydroxybutyl-CoA